ClC1=CC=C2CCOC(C2=C1)=O 7-chloroisochromanone